ClC=1N=C2C(=NC1)N(C=C2C2=NC(=C(C(=N2)N[C@@H]2[C@H](C1CCC2CC1)C(=O)OCC)F)C=1SC(=CC1)F)C(C1=CC=CC=C1)(C1=CC=CC=C1)C1=CC=CC=C1 (2S,3S)-ethyl 3-((2-(2-chloro-5-trityl-5H-pyrrolo[2,3-b]pyrazin-7-yl)-5-fluoro-6-(5-fluorothiophen-2-yl)pyrimidin-4-yl)amino)bicyclo[2.2.2]octane-2-carboxylate